(1R,5R)-N-(4-(3-(2-fluorophenyl)-1-methyl-1H-pyrazol-4-yl)-7-methoxyquinazolin-6-yl)-3-methyl-3-azabicyclo[3.1.0]hexane-1-carboxamide FC1=C(C=CC=C1)C1=NN(C=C1C1=NC=NC2=CC(=C(C=C12)NC(=O)[C@]12CN(C[C@@H]2C1)C)OC)C